NC1=C(C=CC(=C1)C(F)(F)F)NN(C(=O)OC(C)(C)C)CC tert-butyl 2-[2-amino-4-(trifluoromethyl) phenyl]-1-ethylhydrazine-1-carboxylate